Europium (1,10-phenanthroline) N1=CC=CC2=CC=C3C=CC=NC3=C12.[Eu]